2-(5-chloropyridin-3-yl)-N-methoxy-N,2-dimethylpropionamide ClC=1C=C(C=NC1)C(C(=O)N(C)OC)(C)C